BrC=1C=2C3=C(C(N(C3=CC1)C1C(NC(CC1)=O)=O)=O)C=CC2 3-(6-bromo-2-oxobenzo[cd]indol-1(2H)-yl)piperidine-2,6-dione